2,4-dichloro-N-(2,6-dichlorophenyl)pyrimidine-5-carboxamide ClC1=NC=C(C(=N1)Cl)C(=O)NC1=C(C=CC=C1Cl)Cl